methylbicyclo(2.2.1)hept-5-ene-2,3-dicarboxylic anhydride CC12C3C(C(C=C1)C2)C(=O)OC3=O